Monostearyl phosphate P(=O)(OCCCCCCCCCCCCCCCCCC)([O-])[O-]